benzenetrione C1(C(C(CC=C1)=O)=O)=O